ClC1=C(C(NC2=C(N=CC=C12)OC1=C2C=NN(C2=CC(=C1Cl)F)C1OCCCC1)=O)C#N 4-chloro-8-((5-chloro-6-fluoro-1-(tetrahydro-2H-pyran-2-yl)-1H-indazol-4-yl)oxy)-2-oxo-1,2-dihydro-1,7-naphthyridine-3-carbonitrile